1-[[2-(difluoromethoxy)pyridin-4-yl]methyl]-3-[rac-(1R,2R,4S)-2-bicyclo[2.2.1]heptanyl]urea FC(OC1=NC=CC(=C1)CNC(=O)N[C@H]1[C@@H]2CC[C@H](C1)C2)F |r|